N,N-bis(2-bromoethyl)-2-((1-methylazepan-4-yl)sulfonyl)-4-nitroaniline BrCCN(C1=C(C=C(C=C1)[N+](=O)[O-])S(=O)(=O)C1CCN(CCC1)C)CCBr